acryloylamino-1-carboxymethylpiperidine C(C=C)(=O)NC1N(CCCC1)CC(=O)O